N-(6-bromo-5-methylpyridin-2-yl)-3-(2-cyanopropan-2-yl)benzamide BrC1=C(C=CC(=N1)NC(C1=CC(=CC=C1)C(C)(C)C#N)=O)C